(2-fluoro-5-hydroxyphenyl)(6-[3-methyl-1-(o-tolyl)-5-pyrazolyl]-2-aza-2-spiro[3.3]heptyl)methanone FC1=C(C=C(C=C1)O)C(=O)N1CC2(C1)CC(C2)C2=CC(=NN2C2=C(C=CC=C2)C)C